(R)-N-allyl-N-(3-(benzyloxy)-2-hydroxypropyl)-2-nitrobenzenesulfonamide C(C=C)N(S(=O)(=O)C1=C(C=CC=C1)[N+](=O)[O-])C[C@H](COCC1=CC=CC=C1)O